2,2-dimethyl-3-acetylcyclobutylacetic acid CC1(C(CC1C(C)=O)CC(=O)O)C